OC1OC2=C(OC1)C=C(C=C2N2CCNCC2)O 3,7-Dihydroxy-5-(piperazin-1-yl)-2,3-dihydro-1,4-benzodioxine